2-methyl-N-trityl-2,3-dihydropyrazolo[5,1-b]oxazol-7-sulfinamide CC1CN2C(O1)=C(C=N2)S(=O)NC(C2=CC=CC=C2)(C2=CC=CC=C2)C2=CC=CC=C2